1-[3-(methylsulfanyl)-1,2,4-triazin-6-yl]methanamine hydrochloride Cl.CSC=1N=NC(=CN1)CN